N-(2,2-difluoropropyl)-2-(3-pyridinyl)-2H-indazole-5-carboxamide FC(CNC(=O)C1=CC2=CN(N=C2C=C1)C=1C=NC=CC1)(C)F